CC1=NC(=C2C(=N1)NN=C2C)N dimethyl-1H-pyrazolo[3,4-d]pyrimidin-4-amine